1,13-bis((1-(4-ethoxyphenyl)-tetrazol-5-yl)thio)-4,7,10-trioxa-tridecane-2,12-diol C(C)OC1=CC=C(C=C1)N1N=NN=C1SCC(COCCOCCOCC(CSC1=NN=NN1C1=CC=C(C=C1)OCC)O)O